benzazepine-dicarboxamide N1C(=C(C=CC2=C1C=CC=C2)C(=O)N)C(=O)N